N-(1-hydroxy-2-methylpropan-2-yl)-2-methyl-5-((2-(trifluoromethyl)pyridin-3-yl)methoxy)benzofuran-3-carboxamide OCC(C)(C)NC(=O)C1=C(OC2=C1C=C(C=C2)OCC=2C(=NC=CC2)C(F)(F)F)C